C(CCC)(=O)OOC(C)(C)C tert-butyl peroxy-n-butyrate